4-(2-{[(4as,7ar)-1-methyl-octahydro-1H-cyclopenta[b]pyridin-4a-yl]methoxy}-8-fluoro-4-(1,4-oxazepan-4-yl)pyrido[4,3-d]pyrimidin-7-yl)-5-ethyl-6-fluoronaphthalene-2-ol CN1[C@H]2[C@@](CCC1)(CCC2)COC=2N=C(C1=C(N2)C(=C(N=C1)C1=CC(=CC2=CC=C(C(=C12)CC)F)O)F)N1CCOCCC1